BrC1=CC2=C(N(C1=O)C1=CC=C(C=C1)OC(F)F)N=C(S2)OC 6-bromo-4-(4-(difluoromethoxy)phenyl)-2-methoxythiazolo[4,5-b]pyridin-5(4H)-one